7-amino-N-{2-[3-amino-4-(2-methoxypropoxy)pyrrolidin-1-yl]-5,6,7,8-tetrahydroquinolin-6-yl}-3-methylthieno[2,3-b]pyrazine-6-carboxamide NC1=C(SC2=NC(=CN=C21)C)C(=O)NC2CC=1C=CC(=NC1CC2)N2CC(C(C2)OCC(C)OC)N